thieno[2,3-e][1,4]dioxane-3-carbonitrile O1CC(OC2=C1C=CS2)C#N